COC1=CC=C(C=C1)CN(C1=NC(=C(C=C1C#N)O)C1CC1)CC1=CC=C(C=C1)OC 2-[bis[(4-methoxyphenyl)methyl]amino]-6-cyclopropyl-5-hydroxy-pyridine-3-carbonitrile